CP(=O)(C)C1=C(C(=O)N)C=CC(=C1)C=1C=C2C(=NC1)NC=C2CC 2-(Dimethylphosphoryl)-4-(3-ethyl-1H-pyrrolo[2,3-b]pyridin-5-yl)benzamide